N,N-diethylaminoethyl (Z)-7-{(1R,2R,3R,5S)-3,5-dihydroxy-2-[(1E,3R)-3-hydroxy [(α,α,α-trifluoro-m-tolyl)oxy]-1-butenyl]cyclopentyl}-5-heptenoate O[C@H]1[C@@H]([C@H]([C@H](C1)O)C\C=C/CCCC(=O)OCCN(CC)CC)\C=C\[C@H](COC=1C=C(C=CC1)C(F)(F)F)O